NC1=NC2=CC=C(C=C2C=C1C)C(=O)N(CC1=NC=C(C=C1)C(F)(F)F)[C@@H](CC(=O)N)C1CCOCC1 2-amino-N-((1S)-3-amino-3-oxo-1-(tetrahydro-2H-pyran-4-yl)propyl)-3-methyl-N-((5-(trifluoromethyl)-2-pyridinyl)methyl)-6-quinolinecarboxamide